FC(C(CC(=O)C1=C2C(C(=NN(C2=CC=C1)C1=CC=C(C=C1)OC(F)(F)F)C(=O)O)=O)=O)F 5-(4,4-difluoro-3-oxo-butanoyl)-4-oxo-1-[4-(trifluoromethoxy)phenyl]cinnoline-3-carboxylic acid